C(C1=CC=CC=C1)(=O)NC1=CC(=NN1C)C1=CC=C(C=C1)NC(=O)C1CCCCCC1 N-(4-(5-Benzamido-1-methyl-1H-pyrazol-3-yl)phenyl)cycloheptanecarboxamide